1-{[2-(4-chlorobenzyl)-8-methyl-4,5-dihydro-2H-furo[2,3-g]indazol-7-yl]carbonyl}piperidine-4-carboxamide ClC1=CC=C(CN2N=C3C4=C(CCC3=C2)OC(=C4C)C(=O)N4CCC(CC4)C(=O)N)C=C1